7-(4-(2-fluoro-6-methylphenyl)piperidin-1-yl)-5-((3-(trifluoromethyl)pyrazin-2-yl)methyl)pyrido[2,3-b]pyrazin-6(5H)-one FC1=C(C(=CC=C1)C)C1CCN(CC1)C1=CC=2C(=NC=CN2)N(C1=O)CC1=NC=CN=C1C(F)(F)F